N1C(=CC2=CC=CC=C12)C1=C(C(N=N1)=O)C=1NC2=CC=CC=C2C1 bisindolylpyrazolone